[C@H]12CN(C[C@H](CC1)N2)C2=NC(=NC1=C(C(=C(C=C21)O)C2=CC(=CC1=CC=C(C(=C21)CC)F)O)F)OC[C@]21CCCN1C[C@@H](C2)F (M)-4-((1R,5S)-3,8-Diazabicyclo[3.2.1]octan-3-yl)-7-(8-ethyl-7-fluoro-3-hydroxynaphthalen-1-yl)-8-fluoro-2-(((2R,7aS)-2-fluorotetrahydro-1H-pyrrolizin-7a(5H)-yl)methoxy)quinazolin-6-ol